FC(OC1=CC=C(C=C1)C1=CN=CC(=N1)C(=O)NOCC=1C=NC=C(C1)OC)F 6-(4-(difluoromethoxy)phenyl)-N-((5-methoxypyridin-3-yl)methoxy)pyrazine-2-carboxamide